C(CCCCCCCCCCCCCCCCCC)O nonadecanol